1-(heptadecan-9-yl) 8-(3-hydroxy-2-((oleoyloxy)methyl) propyl) octanedioate C(CCCCCCC(=O)OCC(CO)COC(CCCCCCC\C=C/CCCCCCCC)=O)(=O)OC(CCCCCCCC)CCCCCCCC